2-(1-(5-((5-Chloro-4-fluoro-2,3-dihydro-1H-inden-2-yl)amino)pyridin-2-yl)-2,2,2-trifluoroethyl)-2,7-diazaspiro[4.4]nonane-1,6-dione ClC=1C(=C2CC(CC2=CC1)NC=1C=CC(=NC1)C(C(F)(F)F)N1C(C2(CC1)C(NCC2)=O)=O)F